epoxy-cyclohexyl-methyl-3,4-epoxycyclohexyl-carboxylate C12(C(CCCC1)O2)C2C(CCC1C2O1)(C(=O)[O-])C